O1C=NC2=C1C=C(C=C2)CC(C)=O 1-(benzo[d]oxazol-6-yl)propan-2-one